CCCCC[C@@H]1[C@@H](C2=C(C=CC(=C2)OC)C(=O)O1)OC(=O)C The molecule is a member of the class of isochromanes that is 3,4-dihydroisocoumarin substituted by an acetoxy group at position 4, a methoxy group at position 6 and a pentyl group at position 3. Isolated from Xyris pterygoblephara, it exhibits activity against dermatophyte fungi. It has a role as a metabolite and an antifungal agent. It is a member of isochromanes, an acetate ester and an aromatic ether. It derives from a 3,4-dihydroisocoumarin.